9-bromo-6,7-dichloro-2-(2-trimethylsilylethoxymethyl)-3,4-dihydropyrazino[1,2-a]indol-1-one BrC=1C=2C=C3N(C2C(=C(C1)Cl)Cl)CCN(C3=O)COCC[Si](C)(C)C